6-chloro-N-(5-chloro-3-fluoro-6-methoxypyridin-2-yl)-1-methylindole-3-sulfonamide ClC1=CC=C2C(=CN(C2=C1)C)S(=O)(=O)NC1=NC(=C(C=C1F)Cl)OC